ClC=1C=C(C#N)C=CC1OCCOC1=CC(=NC=C1)C1=CC=NN1C 3-chloro-4-(2-((2-(1-methyl-1H-pyrazol-5-yl)pyridin-4-yl)oxy)ethoxy)benzonitrile